ClC1=C(COC2=CC=CC(=N2)C2=C(C=C(CC3=NC4=C(N3CC3OCCC3)C=C(C=C4)C(=O)O)C=C2)F)C(=CC=C1)F 2-(4-(6-(2-Chloro-6-fluorobenzyloxy)pyridin-2-yl)-3-fluorobenzyl)-1-((tetrahydrofuran-2-yl)methyl)-1H-benzo[d]imidazole-6-carboxylic acid